The molecule is a peptide zwitterion obtained by transfer of a proton from the carboxy to the amino terminus of dapdiamide C; major species at pH 7.3. It has a role as a bacterial metabolite. It is a tautomer of a dapdiamide C. CC(C)C[C@@H](C(=O)[O-])NC(=O)[C@H](CNC(=O)/C=C/C(=O)N)[NH3+]